FC1=CC=C(CNC2C[C@@H]3[C@@H](CN(C3)S(=O)(=O)N3[C@@H]4CCC[C@H]3CC4)C2)C=C1 (1R,3R,5S)-8-(((3aR,5S,6aS)-5-((4-Fluorobenzyl)amino)hexahydrocyclopenta[c]pyrrol-2(1H)-yl)sulfonyl)-8-azabicyclo[3.2.1]octan